(2S,3R)-1-[6-[1-(azetidin-3-yl)pyrazol-4-yl]imidazo[1,2-a]pyrazin-8-yl]-2-methyl-azetidin-3-ol N1CC(C1)N1N=CC(=C1)C=1N=C(C=2N(C1)C=CN2)N2[C@H]([C@@H](C2)O)C